2-[6-(6-bromo-3-methyl-imidazo[4,5-c]pyridin-2-yl)-5-ethylsulfonyl-3-pyridyl]-2-methyl-propanenitrile BrC1=CC2=C(C=N1)N(C(=N2)C2=C(C=C(C=N2)C(C#N)(C)C)S(=O)(=O)CC)C